CC(CC(C(C)N)N)C 5-methyl-2,3-hexanediamine